Cl.ClC=1C=C(C=CC1C(=O)N1CCN(CC1)C(=O)C1CCNCC1)NC(=O)C=1N(C(=CN1)C=1C(=NN(C1)CC(F)F)C(F)(F)F)C N-(3-chloro-4-(4-(piperidine-4-carbonyl)piperazine-1-carbonyl)phenyl)-5-(1-(2,2-difluoroethyl)-3-(trifluoromethyl)-1H-pyrazol-4-yl)-1-methyl-1H-imidazole-2-carboxamide hydrochloride